NC=1C2=C(N=CN1)N(C(=C2C=2C=CC(=C(C#N)C2)OC2=NC=CC(=N2)C)I)C 5-(4-amino-6-iodo-7-methyl-7H-pyrrolo[2,3-d]pyrimidin-5-yl)-2-((4-methylpyrimidin-2-yl)oxy)benzonitrile